4-Chloro-3-methyl-1,3-dihydro-2,1-benzothiazol-2,2-dioxid ClC1=CC=CC2=C1C(S(N2)(=O)=O)C